(R)-3-(5-(difluoromethoxy)-4-((6-oxo-5-(trifluoromethyl)-1,6-dihydropyridazin-4-yl)amino)pentyl)-7-(5-(difluoromethyl)pyrazin-2-yl)-6-fluoroquinazolin-4(3H)-one FC(OC[C@@H](CCCN1C=NC2=CC(=C(C=C2C1=O)F)C1=NC=C(N=C1)C(F)F)NC=1C=NNC(C1C(F)(F)F)=O)F